2-AMINO-5-METHYLBENZALDEHYDE NC1=C(C=O)C=C(C=C1)C